4-({5-chloro-4-[(7S)-7-methyl-5-oxa-8-azaspiro[3.5]nonan-8-yl]pyrimidin-2-yl}amino)-N-methylbenzenesulfonamide ClC=1C(=NC(=NC1)NC1=CC=C(C=C1)S(=O)(=O)NC)N1[C@H](COC2(CCC2)C1)C